benzyl (3-((2,2-dimethyl-1,3-dioxan-5-yl)methoxy)-2-(((2,2-dimethyl-1,3-dioxan-5-yl)methoxy) methyl)propyl)carbamate CC1(OCC(CO1)COCC(CNC(OCC1=CC=CC=C1)=O)COCC1COC(OC1)(C)C)C